COC1=C(CN(C2=NC(=NN3C2=NC=C3CN3[C@@H](CN(CC3)C(=O)OC(C)(C)C)C)OC(C)CCC)CC3=C(C=C(C=C3)OC)OC)C=CC(=C1)OC Tert-butyl (3R)-4-((4-(bis(2,4-dimethoxybenzyl)amino)-2-(pent-2-yloxy)imidazo[2,1-f][1,2,4]triazin-7-yl)methyl)-3-methylpiperazin-1-carboxylate